N-(5-chloro-6-(3,4-dimethoxyphenoxy)pyrimidin-4-yl)-3,4-difluorobenzamide ClC=1C(=NC=NC1OC1=CC(=C(C=C1)OC)OC)NC(C1=CC(=C(C=C1)F)F)=O